C(C)OC[C@@]1(CN(CC1)CC=1C=CC(=NC1)C)COC1=CC=CC=C1 (R)-5-((3-(ethoxymethyl)-3-(phenoxymethyl)pyrrolidin-1-yl)methyl)-2-methylpyridine